C(=O)O.NC1=CN=NC2=CC(=CC=C12)C=1C=C(C=CC1C1=NC=CC=N1)B(O)O [3-(4-aminocinnolin-7-yl)-4-(pyrimidin-2-yl)phenyl]boronic acid formic acid salt